C[C@@H]1CN(C[C@@H](C1)NCC1=CC=C(C=C1)N1CCNCC1)C=1C=2N(C(=CC1)C#N)N=CC2 4-[(3S,5R)-3-methyl-5-[(4-piperazin-1-ylphenyl)methylamino]-1-piperidinyl]pyrazolo[1,5-a]pyridine-7-carbonitrile